The molecule is a phenolate anion that results from the removal of a proton from the hydroxy group at position 7 of pratensein. It is a conjugate base of a pratensein. COC1=C(C=C(C=C1)C2=COC3=CC(=CC(=C3C2=O)[O-])O)O